1-(tert-butyl) 2-methyl (2R)-4-iodopyrrolidine-1,2-dicarboxylate IC1C[C@@H](N(C1)C(=O)OC(C)(C)C)C(=O)OC